phosphite lithium salt [Li+].P([O-])([O-])[O-].[Li+].[Li+]